5-[4-[[(3,6-dimethoxy-2-pyridyl)amino]methyl]-2-fluoro-6-hydroxy-phenyl]-1,1-dioxo-1,2,5-thiadiazolidin-3-one COC=1C(=NC(=CC1)OC)NCC1=CC(=C(C(=C1)O)N1CC(NS1(=O)=O)=O)F